FC=1C(=NC=C(C1)F)CNC(=O)C1=CN=C(S1)N1CCC(CC1)N1CC2=CC=CC=C2CC1 N-[(3,5-difluoropyridin-2-yl)methyl]-2-[4-(3,4-dihydroisoquinolin-2(1H)-yl)piperidin-1-yl]-1,3-thiazole-5-carboxamide